O=C1N(C2=CC(=CC=C2C12CCN(CC2)C(=O)OCCCC)B2OC(C(O2)(C)C)(C)C)C2CC(C2)N2CCCCC2 butyl 2-oxo-1-[3-(piperidin-1-yl)cyclobutyl]-6-(4,4,5,5-tetramethyl-1,3,2-dioxaborolan-2-yl)-1,2-dihydrospiro[indole-3,4'-piperidine]-1'-carboxylate